3-isoquinolineformaldehyde C1=NC(=CC2=CC=CC=C12)C=O